CC1=CC=C(CN2C(NC3=C(C2=O)CN(CC3)C(=O)OCC3=CC=CC=C3)=O)C=C1 3-(4-methylbenzyl)-6-benzyloxycarbonyl-5,6,7,8-tetrahydropyrido[4,3-d]pyrimidine-2,4(1H,3H)-dione